CN1[C@](CCC1)(C)/C=C/S(=O)(=O)NC(NC1=C2CCCC2=C2CCCC2=C1)=O (S,E)-2-(1,2-Dimethylpyrrolidin-2-yl)-N-((1,2,3,6,7,8-hexahydro-as-indacen-4-yl)carbamoyl)ethen-1-sulfonamid